FC(CN1N=NC2=C1C=C(C=C2)C=2C=C(N1N=C(N=C(C12)OC)NC1CCN(CC1)C1(COC1)C)[2H])F 5-(1-(2,2-difluoroethyl)-1H-benzo[d][1,2,3]triazol-6-yl)-4-methoxy-N-(1-(3-methyloxetan-3-yl)piperidin-4-yl)pyrrolo[2,1-f][1,2,4]triazin-7-d-2-amine